(1R,3S)-3-methoxycyclohexylamine trifluoroacetate FC(C(=O)O)(F)F.CO[C@@H]1C[C@@H](CCC1)N